tert-Butyl 2,2-dimethyl-4-[3-[methyl-(6-sulfamoyl-2-pyridyl)amino]propyl]pyrrolidine-1-carboxylate CC1(N(CC(C1)CCCN(C1=NC(=CC=C1)S(N)(=O)=O)C)C(=O)OC(C)(C)C)C